C(C)(C)(C)OC(NCC=C(CSC1=C(C=CC=C1)C(NC1=CC=C(C=C1)N(S(=O)(=O)C(C)C)S(=O)(=O)C(C)C)=O)F)=O 4-((2-((4-(N,N-diisopropylsulfonylamino)phenyl)-carbamoyl)phenyl)Thio)-3-Fluorobut-2-en-1-ylcarbamic acid tert-butyl ester